7-hydroxy-10,13-dihydro-11H-[1,3]dioxolo[4,5-g]pyrano[3',4':6,7]indolizino[1,2-b]quinolin-8,11(7H)-dione OC1C(OCC=2C(N3CC=4C(=NC=5C=C6C(=CC5C4)OCO6)C3=CC21)=O)=O